N[N+]1=C(C(=CC(=C1)Br)OC)F 1-amino-5-bromo-2-fluoro-3-methoxypyridin-1-ium